Cl.CC1=C(C(=CC=C1)C)NC1=NN(C2=NC(=NC=C21)NC2=CC=C1CCN(CC1=C2)CCC2(CCNCC2)O)C 4-(2-(7-((3-((2,6-dimethylphenyl)amino)-1-methyl-1H-pyrazolo[3,4-d]pyrimidin-6-yl)amino)-3,4-dihydroisoquinolin-2(1H)-yl)ethyl)piperidin-4-ol hydrochloride